(1R,4R,5S)-4-(3-(6-(2-((5,6-Dihydro-4H-pyrrolo[1,2-b]pyrazol-3-yl)amino)pyrimidin-4-yl)pyridin-2-yl)isoxazol-5-yl)-4-hydroxy-2-methyl-2-azabicyclo[3.1.0]hexan-3-one N=1N2C(=C(C1)NC1=NC=CC(=N1)C1=CC=CC(=N1)C1=NOC(=C1)[C@]1(C(N([C@@H]3C[C@H]13)C)=O)O)CCC2